Methyl 2-(6-cyanopyridin-3-yl)-4,6-dioxotetrahydropyridazine-1(2H)-carboxylate C(#N)C1=CC=C(C=N1)N1N(C(CC(C1)=O)=O)C(=O)OC